OC[C@H]1O[C@H]([C@@H]([C@H]([C@@H]1O)O)O)OCC(C)(C)C1=CC=C(C=C1)O (2R,3S,4S,5R,6R)-2-(hydroxymethyl)-6-(2-(4-hydroxyphenyl)-2-methylpropoxy)tetrahydro-2H-pyran-3,4,5-triol